β-amino-N-methyl-alanine NC[C@H](NC)C(=O)O